N-(isoquinolin-5-yl)-4-(4-methylpiperazin-1-yl)benzamide C1=NC=CC2=C(C=CC=C12)NC(C1=CC=C(C=C1)N1CCN(CC1)C)=O